Palladium nitrate [N+](=O)([O-])[O-].[Pd+2].[N+](=O)([O-])[O-]